ClC1=CC(=CC(=N1)C1=CC(=NC(=C1)F)C(=O)NC)C(C(NCC(F)(F)F)=O)N(C(C=C)=O)C1CC1 6-chloro-4-(1-(N-cyclopropylacrylamido)-2-oxo-2-((2,2,2-trifluoroethyl)amino)ethyl)-6'-fluoro-N-methyl-[2,4'-bipyridine]-2'-carboxamide